FC=1C=C(C=CC1F)[C@H](C)NC(=O)C1=NC(=CN=C1NCC1=CC=C(C=C1)C1=CN=C(C(=N1)N1CCNCC1)N)C#N 3-[4-(3'-Amino-3,4,5,6-tetrahydro-2H-[1,2']bipyrazinyl-6'-yl)-benzylamino]-6-cyano-pyrazine-2-carboxylic acid [(S)-1-(3,4-difluoro-phenyl)-ethyl]-amide